C1(CC1)C1=NC=NN1C1CC2(CN(C2)C(=O)OC(C)(C)C)C1 tert-butyl 6-(5-cyclopropyl-1,2,4-triazol-1-yl)-2-azaspiro[3.3]heptane-2-carboxylate